5-[2-methyl-5-[[(1S,5R,7s)-3-oxa-9-azabicyclo[3.3.1]nonan-7-yl]oxy]-4-pyridyl]-N-[6-(trifluoromethyl)-2-pyridyl]pyrazolo[1,5-a]pyridin-2-amine CC1=NC=C(C(=C1)C1=CC=2N(C=C1)N=C(C2)NC2=NC(=CC=C2)C(F)(F)F)OC2C[C@@H]1COC[C@H](C2)N1